C(=O)(C=C)N1CCC2(C(N(C=3C2=NC=CC3)C3=CC=C(C=C3)C(F)(F)F)=O)CC1 1-acryl-1'-(4-(trifluoromethyl)phenyl)spiro[piperidine-4,3'-pyrrolo[3,2-b]pyridin]-2'(1'H)-one